C1(CC1)CCN([C@H]1C[C@H](CC1)CNC(OC(C)(C)C)=O)C1=C2CN(C(C2=CC=C1)=O)C1C(NC(CC1)=O)=O tert-butyl (((1S,3R)-3-((2-cyclopropylethyl)(2-(2,6-dioxopiperidin-3-yl)-1-oxoisoindolin-4-yl)amino)cyclopentyl)methyl)carbamate